pyrazolo[1,2-b]phthalazine C1C=CN2N1C=C1C=CC=CC1=C2